Carbamic acid benzyl ester C(C1=CC=CC=C1)OC(N)=O